(1R,4R)-4-(5-methyl-2-((7-methyl-[1,2,4]triazolo[1,5-a]pyridin-6-yl)amino)-7-oxopyrido[2,3-d]pyrimidin-8(7H)-yl)cyclohexylacetate CC1=CC(N(C=2N=C(N=CC21)NC=2C(=CC=1N(C2)N=CN1)C)C1CCC(CC1)CC(=O)[O-])=O